4-(3-(1-hydroxy-propan-2-yl)-2-(3-(methoxymethoxy)-2,6-dimethylpyridin-4-yl)-1H-indol-5-yl)piperidine-1-carboxylic acid tert-butyl ester C(C)(C)(C)OC(=O)N1CCC(CC1)C=1C=C2C(=C(NC2=CC1)C1=C(C(=NC(=C1)C)C)OCOC)C(CO)C